FC([C@H]1[C@@H](C1)C1=NC=CC(=N1)NC=1N=CC2=C(C=CC(=C2C1)C(C)C)N1CC(C1)CS(=O)(=O)C)F N-(2-((1R,2R)-2-(difluoromethyl)cyclopropyl)pyrimidin-4-yl)-5-isopropyl-8-(3-((methylsulfonyl)methyl)azetidin-1-yl)isoquinolin-3-amine